Cl.CNNC N',N-dimethyl-hydrazine hydrochloride